6-(3,3-difluorocyclobutoxy)-N-(2'-(4,4-difluorocyclohexyl)-3-fluoro-[2,4'-bipyridin]-3'-yl)-5-fluoronicotinamide FC1(CC(C1)OC1=NC=C(C(=O)NC=2C(=NC=CC2C2=NC=CC=C2F)C2CCC(CC2)(F)F)C=C1F)F